FC1=C(C=CC(=C1)B1OC(C(O1)(C)C)(C)C)N1CCN(CC1)C(C)=O 1-(4-(2-fluoro-4-(4,4,5,5-tetramethyl-1,3,2-dioxaborolan-2-yl)phenyl)piperazin-1-yl)ethan-1-one